tert-butyl 3-(((6-(5,5-difluoro-2-azaspiro[5.5]undecan-2-yl)-2-(trifluoromethyl)pyrimidin-4-yl)(methyl)amino)methyl)-4,4-difluoropiperidine-1-carboxylate FC1(CCN(CC12CCCCC2)C2=CC(=NC(=N2)C(F)(F)F)N(C)CC2CN(CCC2(F)F)C(=O)OC(C)(C)C)F